2-(4-(2-(3-fluoroazetidin-1-yl)ethyl)-5-methylpyridin-2-yl)-4-methylpentanenitrile FC1CN(C1)CCC1=CC(=NC=C1C)C(C#N)CC(C)C